ethyl 2-oxaspiro[3.3]heptane-6-carboxylate C1OCC12CC(C2)C(=O)OCC